[Si](C)(C)(C(C)(C)C)OC1=CC=2CC[C@H]3[C@@H]4CC(C([C@@]4(C)CC[C@@H]3C2C=C1)=O)S(=O)C1=NC=CC=C1 3-tert-Butyldimethylsilyloxy-16-(2-pyridylsulfinyl)-estra-1,3,5(10)-trien-17-one